COC1=CC=C(CN2C3=C(C=C2C(=O)OCC)CCCCC3=O)C=C1 Ethyl 1-(4-methoxybenzyl)-8-oxo-1,4,5,6,7,8-hexahydrocyclohepta[b]pyrrole-2-carboxylate